NC1=C(C=CC(=C1)NCC1=CC=C(C=C1)O)NC([C@H]([C@@H](CCCCC)F)F)=O (2R,3R)-N-(2-Amino-4-((4-hydroxybenzyl)amino)phenyl)-2,3-difluorooctanamid